CC(=O)C[C@H](C(=O)[O-])[NH3+] The molecule is a 2-amino-4-oxopentanoic acid zwitterion obtained by transfer of a proton from the carboxy to the amino group of (R)-2-amino-4-oxopentanoic acid; major microspecies at pH 7.3. It is a tautomer of a (R)-2-amino-4-oxopentanoic acid.